(+)-(1S)-menthyl (R)-p-toluenesulfinate C[C@H]1CC[C@@H]([C@H](C1)O[S@@](=O)C2=CC=C(C=C2)C)C(C)C